BrC=1C=NC(=C(C(=O)N(CCOCCOC)C2CC2)C1)Cl 5-bromo-2-chloro-N-cyclopropyl-N-(2-(2-methoxyethoxy)ethyl)nicotinamide